4-((1R,5S)-3,8-diazabicyclo[3.2.1]octan-8-yl)-2-(2,6-dioxopiperidin-3-yl)-5-fluoroisoindoline-1,3-dione [C@H]12CNC[C@H](CC1)N2C2=C1C(N(C(C1=CC=C2F)=O)C2C(NC(CC2)=O)=O)=O